N-hexadecylammonium C(CCCCCCCCCCCCCCC)[NH3+]